1-(2'-chloro-2,3,5,6-tetrahydrospiro[pyran-4,5'-pyrrolo[3,4-b]pyridin]-6'(7'H)-yl)-2,2,2-trifluoroethan-1-one ClC1=CC=C2C(=N1)CN(C21CCOCC1)C(C(F)(F)F)=O